BrCC1=CC=C(C=C1)C1=NC(=NO1)CC1=CC(=CC=C1)Cl 5-(4-(Bromomethyl)phenyl)-3-(3-chlorobenzyl)-1,2,4-oxadiazole